FC=1C=C(C=CC1)[C@@H](COC)N (S)-1-(3-fluorophenyl)-2-methoxyethan-1-amine